6-((5-(5-(((1R,5S,7s)-9-(tert-butoxycarbonyl)-3-oxa-9-azabicyclo[3.3.1]nonan-7-yl)oxy)-2-methylpyridin-4-yl)pyrazolo[1,5-a]pyridin-2-yl)amino)nicotinic acid C(C)(C)(C)OC(=O)N1[C@H]2COC[C@@H]1CC(C2)OC=2C(=CC(=NC2)C)C2=CC=1N(C=C2)N=C(C1)NC1=NC=C(C(=O)O)C=C1